O1CCN(CC1)C=1C2=C(N=CN1)N(C(=C2)C2=CC=C(C=C2)NC(N[C@@H]2CN(CCC2)C(=O)OC(C)(C)C)=O)COCC[Si](C)(C)C tert-butyl (S)-3-(3-(4-(4-morpholino-7-((2-(trimethylsilyl)ethoxy)methyl)-7H-pyrrolo[2,3-d]pyrimidin-6-yl)phenyl)ureido)piperidine-1-carboxylate